1-(6-methyl-1,3-benzodioxol-5-yl)-3-[(1S)-1-(2-pyrimidin-2-yl-1,2,4-triazol-3-yl)ethyl]urea CC=1C(=CC2=C(OCO2)C1)NC(=O)N[C@@H](C)C=1N(N=CN1)C1=NC=CC=N1